(3R)-7-Cyclopropyl-6-methyl-4-oxo-1-thia-3a-aza-3-indancarboxylic acid C1(CC1)C=1C(=CC(N2[C@@H](CSC12)C(=O)O)=O)C